4-[3-(2-fluorophenyl)-1-methylpyrazol-4-yl]pyridine FC1=C(C=CC=C1)C1=NN(C=C1C1=CC=NC=C1)C